COCOC=1C=C2C=C(N(C2=CC1)C1=CC(=NC=C1)C)C1CCOCC1 5-(methoxymethoxy)-1-(2-methyl-4-pyridyl)-2-tetrahydropyran-4-yl-indole